N-((1R,5S,6r)-3-oxabicyclo[3.1.0]hexane-6-yl)-5-(imidazo[1,2-a]pyridin-6-yl)-4-methoxypyrrolo[2,1-f][1,2,4]triazin-2-amine [C@H]12COC[C@@H]2C1NC1=NN2C(C(=N1)OC)=C(C=C2)C=2C=CC=1N(C2)C=CN1